1-Methyl-3,5-bis(4-methylbenzylidene)piperidin-4-one CN1CC(C(C(C1)=CC1=CC=C(C=C1)C)=O)=CC1=CC=C(C=C1)C